C(NC1=CC=CC=C1)([O-])=S thiocarbanilate